C(=O)O.C[C@@H]1N[C@@H](CC(C1)C1=C2C(=NC=C1)N(CC2)C(=O)NC2=CC=1C(N=C2OC)=NN(C1)C)C 4-((2S,6R)-2,6-dimethylpiperidin-4-yl)-N-(6-methoxy-2-methyl-2H-pyrazolo[3,4-b]pyridin-5-yl)-2,3-dihydro-1H-pyrrolo[2,3-b]pyridine-1-carboxamide formate